1-((trans)-2-(4'-chloro-[1,1'-biphenyl]-4-yl)cyclopropyl)cyclohexane-1,4-diamine ClC1=CC=C(C=C1)C1=CC=C(C=C1)[C@H]1[C@@H](C1)C1(CCC(CC1)N)N